C1(CC1)C1=NC=C(C=N1)C(CC1=NC(=NC(=N1)N[C@@H](CO)CC(C)C)NS(=O)(=O)C)C N-(4-(2-(2-cyclopropylpyrimidin-5-yl)propyl)-6-(((R)-1-hydroxy-4-methylpent-2-yl)amino)-1,3,5-triazin-2-yl)methanesulfonamide